Cl.C(C)N(CCNC=1C(C2=CC=CC=C2C(C1)=O)=O)CC 2-((2-(diethylamino)ethyl)amino)naphthalene-1,4-dione hydrochloride